O=C1C(NC(N1C1=CC=CC=C1)=S=O)CCC(=O)NC1CCC(CC1)NC1=CC(=NC2=CC=C(C=C12)Cl)C(F)(F)F 3-(5-oxo-1-phenyl-2-sulfinylimidazolidin-4-yl)-N-[(1s,4s)-4-{[6-chloro-2-(trifluoromethyl)quinolin-4-yl]amino}cyclohexyl]propanamide